C[Si](C)(C)C#CC1=CC=C(C=C1)S(=O)(=O)N 4-((trimethylsilyl)ethynyl)benzenesulfonamide